(R,R)-6,16-difluoro-3,13-dimethyl-10-oxa-2,14,18,22-tetraazatetracyclo[13.6.2.04,9.019,21]tricosane FC1CC2[C@H](N[C@@H]3C4CC4NCC(C(NC(CCOC2CC1)C)CN3)F)C